ClC1=C(C=CC=C1)C1N(CC(C1)(C)O)C1=CC(=C(C(=O)N[C@H](C)\C=C\S(=O)(=O)C)C=C1)F 4-(2-(2-chlorophenyl)-4-hydroxy-4-methylpyrrolidin-1-yl)-2-fluoro-N-((R,E)-4-(methylsulfonyl)but-3-en-2-yl)benzamide